C=1N=CN2C1C1=CC=CC=C1C2C2CCC=1C=CC(=CC1C2=O)S(=O)(=O)N 7-(5H-imidazo[5,1-a]isoindol-5-yl)-8-oxo-5,6,7,8-tetrahydronaphthalene-2-sulfonamide